(4-(3,8-diazabicyclo[3.2.1]octan-3-yl)-2-((1-(morpholinomethyl)cyclopropyl)methoxy)-5,7-dihydro-6H-pyrrolo[3,4-d]pyrimidin-6-yl)(3-hydroxy-8-iodonaphthalen-1-yl)methanone C12CN(CC(CC1)N2)C=2C1=C(N=C(N2)OCC2(CC2)CN2CCOCC2)CN(C1)C(=O)C1=CC(=CC2=CC=CC(=C12)I)O